BrC1=C(C=C2C=C(N=CC2=C1)OCCCC(C)(C)O)C(F)(F)P(OCC)(OCC)=O diethyl ((7-bromo-3-((4-hydroxy-4-methylpentyl)oxy)isoquinolin-6-yl)difluoromethyl)phosphonate